tert-butyl (2-(7-bromo-3-oxo-2H-benzo[b][1,4]oxazin-4(3H)-yl)ethyl)(methyl)carbamate BrC=1C=CC2=C(OCC(N2CCN(C(OC(C)(C)C)=O)C)=O)C1